ClC1=CC(=C2C(=N1)NN=C2)CN2CCCC2 6-chloro-4-(pyrrolidin-1-ylmethyl)-1H-pyrazolo[3,4-b]pyridine